IC=1C=C(OC2=NN(C(=C2C(=O)OCC)C)COCC[Si](C)(C)C)C=CC1 ethyl 3-(3-iodophenoxy)-5-methyl-1-((2-(trimethylsilyl)ethoxy)methyl)-1H-pyrazole-4-carboxylate